1,3-Dimethyl-2,4,6-trioxotetrahydropyrimidin CN1C(N(C(CC1=O)=O)C)=O